FC1=C2C(=[N+](C=C1)[O-])NC=C2 4-fluoro-7-oxido-1H-pyrrolo[2,3-b]pyridin-7-ium